C(C)/C(=C\C)/C1=NC=2N(C(=C1)N[C@@H]1C[C@H](CC1)NCC(=O)OC(C)(C)C)N=CC2 tert-butyl 2-[[(1S,3S)-3-[[5-[(E)-1-ethylprop-1-enyl]pyrazolo[1,5-a]pyrimidin-7-yl]amino]cyclopentyl]amino]acetate